N-benzyl-p-methoxyaniline C(C1=CC=CC=C1)NC1=CC=C(C=C1)OC